N-(5-(aminomethyl)-2'-fluoro-[1,1'-biphenyl]-2-yl)-4-fluorobenzenesulfonamide NCC=1C=CC(=C(C1)C1=C(C=CC=C1)F)NS(=O)(=O)C1=CC=C(C=C1)F